N-(1-Methyl-2-oxo-1H-pyrid-3-yl)-5-(m-phenoxyphenyl)-1H-imidazole-2-carboxamide CN1C(C(=CC=C1)NC(=O)C=1NC(=CN1)C1=CC(=CC=C1)OC1=CC=CC=C1)=O